C1(CCCCC1)CNC(OC1=CC(=CC=C1)C=1C=NC=C(C1)C=1OC=CC1)=O 3-(5-(furan-2-yl)pyridin-3-yl)phenyl (cyclohexylmethyl)carbamate